4-(5-p-tolyl-1H-pyrazol-3-yl)piperidine 4-nitrophenyl-(4-(4-methoxyphenyl)butan-2-yl)carbamate [N+](=O)([O-])C1=CC=C(C=C1)N(C(O)=O)C(C)CCC1=CC=C(C=C1)OC.C1(=CC=C(C=C1)C1=CC(=NN1)C1CCNCC1)C